C(CN(CC(=O)[O-])CC(=O)[O-])N(CC(=O)[O-])CC(=O)[O-].[K+].[K+].[K+].[K+] potassium ethylenediaminetetraacetic acid salt